2-chloro-7-(4-(1-(4-fluorophenyl)ethyl)piperazin-1-yl)-4-methyl-5-oxo-4,5-dihydrothieno[3,2-b]pyridine-6-carbonitrile ClC1=CC=2N(C(C(=C(C2S1)N1CCN(CC1)C(C)C1=CC=C(C=C1)F)C#N)=O)C